C[C@@H]1O[C@@H](CN(C1)C1=CC=CC(=N1)C1=NC2=CC(=NC=C2C=C1)C(CC=O)NC(C1=CC(=C(C=C1)C)S(=O)(=O)C)=O)C N-(1-(2-(6-((cis)-2,6-dimethylmorpholino)pyridin-2-yl)-1,6-naphthyridin-7-yl)-3-oxopropyl)-4-methyl-3-(methylsulfonyl)benzamide